C(C)(C)(C)OC(=O)N1CCC(CC1)(C)C(O)C=1C(=NC=C(C1)F)Cl 4-((2-chloro-5-fluoropyridin-3-yl)(hydroxy)methyl)-4-methylpiperidine-1-carboxylic acid tert-butyl ester